3,3-bis(4'-hydroxy-3'-methyl-phenyl)butanoic acid n-butyl ester C(CCC)OC(CC(C)(C1=CC(=C(C=C1)O)C)C1=CC(=C(C=C1)O)C)=O